C(CCCCCCC\C=C/CCCCCC)(=O)O (Z)-hexadec-9-enoic acid